4-(5-fluoro-6-hydroxypyridin-2-yl)piperidine-1-carboxylic acid tert-butyl ester C(C)(C)(C)OC(=O)N1CCC(CC1)C1=NC(=C(C=C1)F)O